ClC1=C(C=CC=2C=C3N(C12)CC(NCC3C=3C=NN(C3)C3OCCCC3)=O)Cl 7,8-dichloro-l-1-(1-tetrahydropyran-2-ylpyrazol-4-yl)-1,2,3,5-tetrahydro-[1,4]diazepino[1,7-a]indol-4-one